FC1=C(C=CC=C1)C=1C(=CN(C(C1)=O)CC1(C(CNCC1)(C)C)O)C1=NC=CC=C1 4'-(2-fluorophenyl)-1'-((4-hydroxy-3,3-dimethylpiperidin-4-yl)methyl)-[2,3'-bipyridine]-6'(1'H)-one